(S)-6-chloro-4-(4-(2-fluoroacetyl)-2-methylpiperazin-1-yl)-7-(2-fluorophenyl)-1-(2-isopropyl-4-methylpyridin-3-yl)pyrido[2,3-d]pyrimidin-2(1H)-one ClC1=CC2=C(N(C(N=C2N2[C@H](CN(CC2)C(CF)=O)C)=O)C=2C(=NC=CC2C)C(C)C)N=C1C1=C(C=CC=C1)F